(+)-8-((1S,2S,3S)-3-hydroxy-2-methylcyclopentyl)-6-(methyl-d3)-2-((1-(methylsulfonyl)piperidin-4-yl-4-d)-amino)pyrido[2,3-d]pyrimidin-7(8H)-one O[C@@H]1[C@H]([C@H](CC1)N1C(C(=CC2=C1N=C(N=C2)NC2(CCN(CC2)S(=O)(=O)C)[2H])C([2H])([2H])[2H])=O)C